NC1=NC(=CC=C1NC(C1=C(C=C(C(=C1)N1C=NC(=C1)C1CC1)C)F)=O)C1=NN=CN1C(C)C N-(2-amino-6-(4-isopropyl-4H-1,2,4-triazol-3-yl)pyridin-3-yl)-5-(4-cyclopropyl-1H-imidazol-1-yl)-2-fluoro-4-methylbenzamide